stearic acid magnesium salt [Mg+2].C(CCCCCCCCCCCCCCCCC)(=O)[O-].C(CCCCCCCCCCCCCCCCC)(=O)[O-]